4-(2-ethylphenyl)-2,4,7-trimethyloct-6-enal C(C)C1=C(C=CC=C1)C(CC(C=O)C)(CC=C(C)C)C